2-[4-(hydroxymethyl)cyclohexyl]-7-isopropoxy-N-[2-oxo-1-[rac-(1S,2R)-2-fluorocyclopropyl]-3-pyridyl]imidazo[1,2-a]pyrimidine-6-carboxamide OCC1CCC(CC1)C=1N=C2N(C=C(C(=N2)OC(C)C)C(=O)NC=2C(N(C=CC2)[C@@H]2[C@@H](C2)F)=O)C1 |r|